C1=CC=CC2=NC3=CC=CC=C3C(=C12)NCCNC N1-(acridin-9-yl)-N2-methylethane-1,2-diamine